1-((1-methyl)(1-oxidaneyl)boraneyl)-4-(3-iodopropyl)piperidine CB(O)N1CCC(CC1)CCCI